ethyl N-Boc-pyroglutamate C(=O)(OC(C)(C)C)N1[C@@H](CCC1=O)C(=O)OCC